N-(2,6-dimethylpyrimidin-4-yl)-5-[5-[(3R,4S)-4-fluoropyrrolidin-3-yl]oxy-2-methyl-4-pyridyl]pyrazolo[1,5-a]pyridin-2-amine CC1=NC(=CC(=N1)NC1=NN2C(C=C(C=C2)C2=CC(=NC=C2O[C@@H]2CNC[C@@H]2F)C)=C1)C